C12(C=CC3=CC=CC=C13)CCC(CC2)C(=O)[O-] spiro[cyclohexane-1,1'-indene]-4-carboxylate